N[C@H](C(=O)N1[C@@H](C[C@H](C1)O[Si](C)(C)C(C)(C)C)C(=O)NCC1=CC=C(C=C1)C1=C(N=CS1)C)C(C)(C)C (2S,4R)-1-((S)-2-amino-3,3-dimethylbutyryl)-4-((tert-butyldimethylsilyl)oxy)-N-(4-(4-methylthiazol-5-yl)benzyl)pyrrolidine-2-carboxamide